tert-butyl (S)-(1-(6-chloro-2-iodo-5-(3-methoxypropoxy)pyridin-3-yl)-3,3-dimethylbutan-2-yl)carbamate ClC1=C(C=C(C(=N1)I)C[C@@H](C(C)(C)C)NC(OC(C)(C)C)=O)OCCCOC